C(C)OC(CC1=CC(=CC(=C1)F)Br)=O 2-(3-bromo-5-fluorophenyl)acetic acid ethyl ester